C1(CC1)S(=O)(=O)C[C@H]1CN(CC1)C(=O)OC(C)(C)C tert-butyl (R)-3-((cyclopropylsulfonyl) methyl)pyrrolidine-1-carboxylate